COC=1C(=C2C=CNC2=C(C1)C)CN1[C@H](CN(C(C1)C)C)C1=CC=C(C(=O)O)C=C1 4-((2S)-1-((5-Methoxy-7-methyl-1H-indol-4-yl)methyl)-4,5-dimethylpiperazin-2-yl)benzoic acid